ClC1=C(C=CC=C1)N1C(N=C(C2=C1N=C(S2)SC)NC)=O 4-(2-chlorophenyl)-7-(methylamino)-2-(methylthio)-[1,3]Thiazolo[4,5-d]Pyrimidine-5-one